CC1=C(C=CC=C1)C1=CC=CC=C1 2'-methylbiphenyl